CC1C2C=CC(C1)C2 5-methylbicyclo[2.2.1]-2-heptene